N-((1R,3S,5r,7r)-adamantan-2-yl)-4-(1-(tert-butyl)-1H-tetrazol-5-yl)-7-chloro-4H-benzo[d]-[1,3]oxazin-2-amine C12C(C3CC(CC(C1)C3)C2)NC=2OC(C3=C(N2)C=C(C=C3)Cl)C3=NN=NN3C(C)(C)C